O1C(=CC=C1)P(C=1OC=CC1)C=1OC=CC1 trifuryl-phosphine